FC(C(=O)N1CC(C1)OC1=CC2=C(C(N(CCO2)C[C@@H](CN2CC3=CC=CC=C3CC2)O)=O)C=C1)F 8-[1-(2,2-difluoroacetyl)azetidin-3-yl]oxy-4-[(2R)-3-(3,4-dihydro-1H-isoquinolin-2-yl)-2-hydroxy-propyl]-2,3-dihydro-1,4-benzoxazepin-5-one